ethyl 5-((1-(5-fluoro-2-hydroxyphenyl)propyl)amino)pyrazolo[1,5-a]pyrimidine-3-carboxylate FC=1C=CC(=C(C1)C(CC)NC1=NC=2N(C=C1)N=CC2C(=O)OCC)O